FCCCN1CC(C1)=CC1=CC=C(C=C1)C1=C(CCCC2=C1C=CC(=C2)C(=O)O)C2=C(C=CC(=C2)C(F)(F)F)C 9-(4-((1-(3-fluoropropyl)azetidin-3-ylidene)methyl)phenyl)-8-(2-methyl-5-(trifluoromethyl)phenyl)-6,7-dihydro-5H-benzo[7]annulene-3-carboxylic acid